(2S)-benzyl 2-(4-(methoxycarbonyl)phenyl)-4-(2-oxoethyl)piperidine-1-carboxylate COC(=O)C1=CC=C(C=C1)[C@H]1N(CCC(C1)CC=O)C(=O)OCC1=CC=CC=C1